benzyl N-[cis-(7RS,9SR)-9-amino-3-cyclopropyl-5-(isobutylsulfamoyl)-8,9-dihydro-7H-cyclopenta[h]isoquinolin-7-yl]carbamate N[C@H]1C[C@H](C2=CC(=C3C=C(N=CC3=C21)C2CC2)S(NCC(C)C)(=O)=O)NC(OCC2=CC=CC=C2)=O |r|